oxocycloheptanecarboxylate O=C1C(CCCCC1)C(=O)[O-]